4-(6-(1-benzylpiperidin-4-yl)pyridin-3-yl)-6-(1-methyl-1H-pyrazol-4-yl)pyrazolo[1,5-a]pyridine-3-carbonitrile C(C1=CC=CC=C1)N1CCC(CC1)C1=CC=C(C=N1)C=1C=2N(C=C(C1)C=1C=NN(C1)C)N=CC2C#N